di(aziridin-1-yl)phosphinic acid (S)-8-(4-(dimethylcarbamoyl) phenoxy)-7-nitrochroman-4-yl ester CN(C(=O)C1=CC=C(OC=2C(=CC=C3[C@H](CCOC23)OP(=O)(N2CC2)N2CC2)[N+](=O)[O-])C=C1)C